2,7-dinitro-10H-phenothiazine [N+](=O)([O-])C1=CC=2NC3=CC=C(C=C3SC2C=C1)[N+](=O)[O-]